8-(tert-butyl) 1-methyl-7-methyl-2-oxo-8-azaspiro[4.5]decane-1,8-dicarboxylate CC1(C(CCC12CC(N(CC2)C(=O)OC(C)(C)C)C)=O)C(=O)[O-]